(Z)-2-cyclopropyl-N'-hydroxy-5-(trifluoromethoxy)benzimidamide C1(CC1)C1=C(/C(/N)=N/O)C=C(C=C1)OC(F)(F)F